1-methyl-5-(5-(4-phenylpiperazine-1-carbonyl)-2-hydroxyphenyl)-3-propyl-1,6-dihydro-7H-pyrazolo[4,3-d]pyrimidine CN1N=C(C=2N=C(NCC21)C2=C(C=CC(=C2)C(=O)N2CCN(CC2)C2=CC=CC=C2)O)CCC